OC(C)CC(CC(C)C)OCC(=O)C1=CC=CC=C1 2-hydroxy-4-isooctyloxyacetophenone